racemic-3-((2,2-dimethylazetidin-3-yl)oxy)-1-methyl-4-nitro-1H-pyrazole CC1(NC[C@H]1OC1=NN(C=C1[N+](=O)[O-])C)C |r|